1,4-bis(5-hydroxypentyl)benzene OCCCCCC1=CC=C(C=C1)CCCCCO